tert-butyl (2R,5S)-4-(2-(cyanomethyl)-6-fluoro-4-methyl-5-oxo-4,5-dihydropyrazolo[1,5-a]pyrimidin-7-yl)-2,5-dimethylpiperazine-1-carboxylate C(#N)CC1=NN2C(N(C(C(=C2N2C[C@H](N(C[C@@H]2C)C(=O)OC(C)(C)C)C)F)=O)C)=C1